N-[6-chloro-2-(2,2-dimethylpropoxy)-9-acridinyl]-N'-(6-chloro-2-hydroxy-9-acridinyl)-1,2-ethanediamine bis(trifluoroacetate) FC(C(=O)O)(F)F.FC(C(=O)O)(F)F.ClC=1C=C2N=C3C=CC(=CC3=C(C2=CC1)NCCNC=1C2=CC=C(C=C2N=C2C=CC(=CC12)O)Cl)OCC(C)(C)C